(R)-2-(6-(5-methyl-2-((tetrahydro-2H-pyran-4-yl)amino)pyrimidin-4-yl)-1-oxo-3,4-dihydropyrrolo[1,2-c]pyrimidin-2(1H)-yl)propionic acid CC=1C(=NC(=NC1)NC1CCOCC1)C=1C=C2N(C(N(CC2)[C@@H](C(=O)O)C)=O)C1